N-((2S)-1-(2-(3-amino-3-oxopropyl)-2-(2-chloro-2-fluoroacetyl)hydrazinyl)-4-methyl-1-oxopentane-2-yl)-5-fluoro-1H-indole-2-carboxamide NC(CCN(NC([C@H](CC(C)C)NC(=O)C=1NC2=CC=C(C=C2C1)F)=O)C(C(F)Cl)=O)=O